C(C)(C)(C)OC(NCC1=NNC(C2=CC=C(C=C12)N1CC2(C=C1)C(NC1=C(C=CC=C12)OC1CC1)=O)=O)=O ((7-(7-cyclopropyloxy-2-oxospiro[indolin-3,3'-pyrrole]-1'-yl)-4-oxo-3,4-dihydro-phthalazin-1-yl)methyl)carbamic acid tert-butyl ester